2,4,6-trimethylfluorobenzene CC1=C(C(=CC(=C1)C)C)F